4-fluoro-3-trifluoromethyl-benzoyl-hydrazine FC1=C(C=C(C(=O)NN)C=C1)C(F)(F)F